3-[(6R,8aS)-2-[4-chloro-2-(trifluoromethyl)phenyl]-6-ethyl-3-oxo-5,6,8,8a-tetrahydro-1H-imidazo[1,5-a]pyrazin-7-yl]-6-(2-methoxyphenyl)pyridine-2-carboxylic acid ClC1=CC(=C(C=C1)N1C(N2[C@@H](CN([C@@H](C2)CC)C=2C(=NC(=CC2)C2=C(C=CC=C2)OC)C(=O)O)C1)=O)C(F)(F)F